ClC=1C=C(C=C(C1O)Cl)S(=O)(=O)O 3,5-dichloro-4-hydroxy-benzenesulfonic acid